N[C@@]1(CN(C[C@H]1CCCB1OC(C(O1)(C)C)(C)C)S(NC1(COC1)CNC(=O)OC(C)(C)C)(=O)=O)C(=O)O |r| (rac)-trans-3-amino-1-(N-(3-(((tert-butoxycarbonyl)amino)methyl)oxetan-3-yl)sulfamoyl)-4-(3-(4,4,5,5-tetramethyl-1,3,2-dioxaborolan-2-yl)propyl)pyrrolidine-3-carboxylic acid